(R)-3-((3-(dimethylamino)propionyl)oxy)propane-1,2-diol di(dodecanoate) C(CCCCCCCCCCC)(=O)OC[C@H](COC(CCN(C)C)=O)OC(CCCCCCCCCCC)=O